FC=1C=CC(=NC1)CN1C(C(=CC2=CC(=CN=C12)C(=C)C)C(=O)OCC)=O ethyl 1-((5-fluoropyridin-2-yl) methyl)-2-oxo-6-(prop-1-en-2-yl)-1,2-dihydro-1,8-naphthyridine-3-carboxylate